(2R)-methyl 2-((8R,9aS)-8-((tert-butoxycarbonyl)amino)-1-oxo-5-phenethylhexahydro-1H-pyrrolo[1,2-a][1,4]diazepin-2(3H)-yl)-4-oxo-4-(tritylamino)butanoate C(C)(C)(C)OC(=O)N[C@@H]1C[C@@H]2N(C(CCN(C2=O)[C@@H](C(=O)OC)CC(NC(C2=CC=CC=C2)(C2=CC=CC=C2)C2=CC=CC=C2)=O)CCC2=CC=CC=C2)C1